2-(3-chlorophenyl)-2-methyl-1-phenylpropyl (1-((4-(cyclopropylamino)-3,4-dioxo-1-(2-oxopyrrolidin-3-yl)butan-2-yl)amino)-1-oxo-3-phenylpropan-2-yl)carbamate C1(CC1)NC(C(C(CC1C(NCC1)=O)NC(C(CC1=CC=CC=C1)NC(OC(C(C)(C)C1=CC(=CC=C1)Cl)C1=CC=CC=C1)=O)=O)=O)=O